COCC1(CC1)N 1-(methoxymethyl)cyclopropanamine